2-amino-N-(3-chloro-2-fluorophenylmethyl)-3-hydroxypropionamide NC(C(=O)NCC1=C(C(=CC=C1)Cl)F)CO